O=C[C@H](O)[C@H](O)[C@@H](O)[C@@H](O)C Anti-rhamnose